C(C)NC(=O)C=1C=C(C2=C([C@H](CO2)C2=CC=CC=C2)C1)C(=O)NC |r| (+/-)-N5-Ethyl-N7-methyl-3-phenyl-2,3-dihydrobenzofuran-5,7-dicarboxamide